N(=[N+]=[N-])CC1OCC2(CC2)CO1 6-(azidomethyl)-5,7-dioxaspiro[2.5]octane